imidazo[4,5-B]Pyridin-6-amine N=1C=NC2=NC=C(CC21)N